6-(4-propenylpiperazin-1-yl)-4-(4-(pyridin-2-yloxy)phenyl)isoindolin-1-one C(=CC)N1CCN(CC1)C1=CC(=C2CNC(C2=C1)=O)C1=CC=C(C=C1)OC1=NC=CC=C1